O1C(CC2=C1C=CC=C2)C(=O)N dihydrobenzofuranecarboxamide